(2-bromoethoxy)-3-methylbenzonitrile BrCCOC1=C(C#N)C=CC=C1C